NC1=NC=NN2C1=C(C(=N2)C2=CC=C(C=C2)NC(C(=C)F)=O)C2=CC(=C(C(=O)NC13CC(C1)(C3)F)C=C2)OC 4-(4-amino-6-(4-(2-fluoroacrylamido)phenyl)pyrazolo[5,1-f][1,2,4]triazin-5-yl)-N-(3-fluorobicyclo[1.1.1]pentan-1-yl)-2-methoxybenzamide